4,5-diethyl-2-[4-[(tert-butoxy)carbonyl]piperazin-1-yl]pyrimidine-4,5-dicarboxylic acid C(C)C1(N=C(N=CC1(C(=O)O)CC)N1CCN(CC1)C(=O)OC(C)(C)C)C(=O)O